ClC1=C(NC2=CC(=CC=C12)C=1C(=NC=NC1C)C)C(=O)N1C[C@H](CC1)C(=O)NC1=CC(=C(C=C1)F)C#N (S)-1-(3-chloro-6-(4,6-dimethylpyrimidin-5-yl)-1H-indole-2-carbonyl)-N-(3-cyano-4-fluorophenyl)pyrrolidine-3-carboxamide